NCCC(=O)NCC1=CC=C(C=C1)CSC1=NC(=C(C(=C1C#N)CC)C#N)N1CCN(CCC1)C 3-amino-N-(4-(((3,5-dicyano-4-ethyl-6-(4-methyl-1,4-diazepan-1-yl)pyridin-2-yl)thio)methyl)benzyl)propionamide